4-amino-5-ethynyl-7H-pyrrolo[2,3-d]pyrimidine-7-carboxylic acid tert-butyl ester C(C)(C)(C)OC(=O)N1C=C(C2=C1N=CN=C2N)C#C